2-(3-((4-(((1,1,1,3,3,3-Hexafluoropropan-2-yl)oxy)carbonyl)piperazin-1-yl)methyl)-5-(pyridin-2-yl)phenoxy)-2-methylpropanoic acid FC(C(C(F)(F)F)OC(=O)N1CCN(CC1)CC=1C=C(OC(C(=O)O)(C)C)C=C(C1)C1=NC=CC=C1)(F)F